6-Fluoro-1,4,4,9-tetramethyl-8-[6-(trifluoromethyl)-1H-indazol-4-yl]-5H-[1,2,4]triazolo[4,3-a]quinoxaline FC1=C2NC(C=3N(C2=C(C(=C1)C1=C2C=NNC2=CC(=C1)C(F)(F)F)C)C(=NN3)C)(C)C